ClC1=C(C=C2CCCOC2=C1C=1CC[C@@H](NCC1)C)C=1C(=NC(=NC1C)N)NC |o1:14| 7-chloro-8-[rel-(2S)-2-methyl-2,3,4,7-tetrahydro-1H-azepin-5-yl]chroman-6-yl-N4,6-dimethyl-pyrimidine-2,4-diamine